2-hydroxyethyl 4-(4-(furan-2-ylmethylene)-5-oxo-3-(trifluoromethyl)-4,5-dihydro-1H-pyrazol-1-yl)benzoate O1C(=CC=C1)C=C1C(=NN(C1=O)C1=CC=C(C(=O)OCCO)C=C1)C(F)(F)F